OC1=C(C=CC(=C1)OC)CC(CCC)=O 2-hydroxy-4-methoxy-phenyl-pentanone